undecane-3,9-diyl-bis(2-methoxyphenol) CCC(CCCCCC(CC)C=1C(=C(C=CC1)O)OC)C=1C(=C(C=CC1)O)OC